Cl.O1C[C@@H](CCC1)N |r| rac-(3R)-tetrahydropyran-3-amine hydrochloride